C(#N)C=1C=CC(=C2C=CC=NC12)[C@@H](C=1N=NN(C1)C1(CC1)C(F)(F)F)NC=1C=C2C(=C(C=NC2=C(C1)C#N)C#N)NCC(C)(C)C (S)-6-(((8-cyanoquinolin-5-yl)(1-(1-(trifluoromethyl)cyclopropyl)-1H-1,2,3-triazol-4-yl)methyl)amino)-4-(neopentylamino)quinoline-3,8-dicarbonitrile